C1(CC1)CN1C(=CC=2C1=NC(=CC2)C2=CC=C(C=C2)CS(=O)(=O)C)C2=NC1=C(N2C)C(=CC(=C1)C(=O)N1C2CCC(C1)[C@H]2N)OC (7R)-2-{2-[1-(cyclopropylmethyl)-6-[4-(methanesulfonylmethyl)phenyl]-1H-pyrrolo[2,3-b]pyridin-2-yl]-7-methoxy-1-methyl-1H-1,3-benzodiazole-5-carbonyl}-2-azabicyclo[2.2.1]heptan-7-amine